L-4-nitrocinnamic acid [N+](=O)([O-])C1=CC=C(C=CC(=O)O)C=C1